benzodioxolecarboxamide O1C(OC2=C1C=CC=C2)C(=O)N